CN(C(=O)C1CCN(CC1)C(=O)OC(C)(C)C)C(C1=CC=C(C=C1)[N+](=O)[O-])=O t-butyl 4-(methyl(4-nitrobenzoyl)carbamoyl)piperidine-1-carboxylate